(S)-2-((4-methoxy-5-(4-(5-methyl-4H-1,2,4-triazol-3-yl)phenyl)pyridin-2-yl)amino)-6,6a,7,8-tetrahydro-9H-pyrido[2,3-b]pyrrolo[1,2-d][1,4]oxazin-9-one COC1=CC(=NC=C1C1=CC=C(C=C1)C1=NN=C(N1)C)NC1=CC2=C(OC[C@H]3N2C(CC3)=O)N=C1